CC1=CC(=CC(=N1)NC1=NNC=C1)C(F)(F)F 6-methyl-N-(1H-pyrazol-3-yl)-4-(trifluoromethyl)pyridin-2-amine